3-({[7-(1,2,3,4-tetrahydroquinolin-1-yl)-3,4-dihydro-2H-1-benzopyran-4-yl]methyl}amino)pyridine-4-carboxylic acid N1(CCCC2=CC=CC=C12)C1=CC2=C(C(CCO2)CNC=2C=NC=CC2C(=O)O)C=C1